FC(C(C(C(C(C(C(C(F)(F)F)(F)F)(F)F)(F)F)(F)F)(F)F)(F)F)(F)O Perfluorooctyl alcohol